(S)-4-(5-cyclopropyl-7-toluenesulfonyl-7H-pyrrolo[2,3-d]pyrimidin-4-yl)-3-methylpiperazine-1-carboxylic acid tert-butyl ester C(C)(C)(C)OC(=O)N1C[C@@H](N(CC1)C=1C2=C(N=CN1)N(C=C2C2CC2)S(=O)(=O)CC2=CC=CC=C2)C